(E)-6-(4-(dimethylamino)styryl)-N-(5-((5-((2-morpholinoethyl)carbamoyl)-1H-pyrrol-3-yl)carbamoyl)-1H-pyrrol-3-yl)nicotinamide CN(C1=CC=C(/C=C/C2=NC=C(C(=O)NC3=CNC(=C3)C(NC3=CNC(=C3)C(NCCN3CCOCC3)=O)=O)C=C2)C=C1)C